N-tert-butyloxycarbonyl-trans-4-hydroxy-D-proline C(C)(C)(C)OC(=O)N1[C@H](C[C@@H](C1)O)C(=O)O